(R)-Ethyl 5-(7-(4-chloro-3-(trifluoromethyl) benzoyl)-6-methyl-2-(methyl (phenyl)-amino)-4-oxo-5,6,7,8-tetrahydropyrido[3,4-d]pyrimidin-3(4H)-yl)-1-methyl-1H-imidazole-2-carboxylate ClC1=C(C=C(C(=O)N2CC=3N=C(N(C(C3C[C@H]2C)=O)C2=CN=C(N2C)C(=O)OCC)N(C2=CC=CC=C2)C)C=C1)C(F)(F)F